(S)-3-chloro-2-(3-(hydroxymethyl)pyrrolidin-1-yl)pyridine-4-thiol sodium [Na].ClC=1C(=NC=CC1S)N1C[C@H](CC1)CO